(S)-N-((R)-1-(3-bromophenyl)ethyl)-2-methylpropane-2-sulfinamide BrC=1C=C(C=CC1)[C@@H](C)N[S@@](=O)C(C)(C)C